COC1=CC=C(C=C1)/C=C/C(=O)OC Methyl (2E)-3-(4-methoxyphenyl)prop-2-enoate